(E)-3-((4-iodophenyl)sulfonyl)-1-phenylprop-2-en-1-one IC1=CC=C(C=C1)S(=O)(=O)/C=C/C(=O)C1=CC=CC=C1